CNC(=O)N1CC2(C1)N(C(CN(C2=O)C2=CC=C(C=C2)OC(F)(F)F)=O)CC2=CC=C(C=C2)C(F)(F)F N-methyl-6,9-dioxo-8-(4-(trifluoromethoxy)phenyl)-5-(4-(trifluoromethyl)benzyl)-2,5,8-triazaspiro[3.5]nonane-2-carboxamide